1,6,7,12-tetra(2-isopropylphenoxy)perylene C(C)(C)C1=C(OC2=CC=C3C=CC(=C4C5=C(C=CC6=CC=C(C(C2=C34)=C56)OC5=C(C=CC=C5)C(C)C)OC5=C(C=CC=C5)C(C)C)OC5=C(C=CC=C5)C(C)C)C=CC=C1